CC1(C(NN2C1OC1=C(C3=C2C=CC(=C3)C)C=3C=CC=CC3C=C1)=O)C 8,8,14-Trimethyl-7a,8-dihydrobenzo[d]naphtho[1,2-f]pyrazolo[5,1-b][1,3]oxazepin-9(10H)-one